6-((2S,6R)-2,6-dimethylmorpholino)-2-methylpyridin-3-amine C[C@@H]1O[C@@H](CN(C1)C1=CC=C(C(=N1)C)N)C